6-(2-chloro-4-fluoro-5-methyl-phenyl)-3-(5-chloro-4-methyl-3-pyridyl)-1H-thieno[3,2-d]pyrimidine-2,4-dione ClC1=C(C=C(C(=C1)F)C)C1=CC=2NC(N(C(C2S1)=O)C=1C=NC=C(C1C)Cl)=O